CC1=C(OC(C(=O)OC(C)(C)C)(C)C)C(=CC(=C1)\C=C\C(=O)C=1OC2=C(C1)C=CC=C2SC)C tert-butyl (E)-2-(2,6-dimethyl-4-(3-(7-(methylthio)benzofuran-2-yl)-3-oxoprop-1-en-1-yl)phenoxy)-2-methylpropanoate